2-((2-ethylbenzofuran-3-yl)methyl)-8-methyl-hexahydro-2H-pyrazino[1,2-a]pyrazine-6,9-dione C(C)C=1OC2=C(C1CN1CC3N(CC1)C(CN(C3=O)C)=O)C=CC=C2